BrC1=CC=CC=2NC(C(OC21)C)=O 8-bromo-2-methyl-4H-1,4-benzoxazin-3-one